2-(4,5-dihydro-1H-pyrazol-5-yl)-5-methylthiazole N1N=CCC1C=1SC(=CN1)C